C(C)OCC1=C(C=2C(=NC=C(C2)C2=CC=C(CN3CC(CCC3)O)C=C2)N1S(=O)(=O)C1=CC=C(C)C=C1)C1=CC(=CC=C1)F 1-(4-(2-(ethoxymethyl)-3-(3-fluorophenyl)-1-tosyl-1H-pyrrolo[2,3-b]pyridin-5-yl)benzyl)piperidin-3-ol